(1-methyl-1H-1,2,4-triazol-3-yl)methylamine CN1N=C(N=C1)CN